O1C2=C(NCC1)C=CC(=C2)C2N(CC(CC2)C)C(C(=O)NC=2C=NC(=C(C(=O)N)C2)OC)=O 5-(2-(2-(3,4-dihydro-2H-benzo[b][1,4]Oxazin-7-yl)-5-methylpiperidin-1-yl)-2-oxoacetamido)-2-methoxynicotinamide